OC1=C(CNC2=C3N=CN(C3=NC=N2)[C@H]2[C@@H](O)[C@H](O)[C@H](O2)CO)C(=C(C(=C1)OC)OC)OC 6-(2-hydroxy-4,5,6-trimethoxybenzylamino)-9-β-D-arabinofuranosylpurine